2-methyl-3,8-diazabicyclo[3.2.1]octane-3-carboxylate CC1C2CCC(CN1C(=O)[O-])N2